n-pentyl-hexyl phthalate C(C=1C(C(=O)[O-])=CC=CC1)(=O)OC(CCCCC)CCCCC